2-isopropyl-6-methylpyrimidin C(C)(C)C1=NC(=CC=N1)C